(1R,2R)-2-fluoro-N'-((3-fluoro-5-(trifluoromethyl)pyridin-2-yl)methyl)-N-methylcyclopropane-1-carbohydrazide F[C@H]1[C@H](C1)C(=O)N(NCC1=NC=C(C=C1F)C(F)(F)F)C